6-(4-bromophenyl)-2-(quinolin-6-ylmethyl)pyridazin-3(2H)-one BrC1=CC=C(C=C1)C=1C=CC(N(N1)CC=1C=C2C=CC=NC2=CC1)=O